5-((4-bromophenyl)sulfonyl)-1-(2,6-dimethoxyphenyl)-2-(4-fluorophenyl)-6-hydroxypyrimidine BrC1=CC=C(C=C1)S(=O)(=O)C=1C=NC(N(C1O)C1=C(C=CC=C1OC)OC)C1=CC=C(C=C1)F